C(C)OC=1C=C(C=CC1OCC)CCCN 3-(3,4-diethoxyphenyl)propan-1-amine